diethoxyhexynediol C(C)OC(C#CC(O)(O)OCC)CC